1,2-dihydroisoquinolin-3(4H)-one C1NC(CC2=CC=CC=C12)=O